3-(2-bromopyridin-4-yl)-6-[6-(oxan-2-yloxy)hexyl]-3-azabicyclo[3.1.1]heptane BrC1=NC=CC(=C1)N1CC2C(C(C1)C2)CCCCCCOC2OCCCC2